[2-[acetyl-(3-trifluoromethylphenyl)amino]-3-methylbutyrylamino]acetic acid C(C)(=O)N(C(C(=O)NCC(=O)O)C(C)C)C1=CC(=CC=C1)C(F)(F)F